COC=1C=C(C=CC1OC)C1=NN2C(S1)=NN=C2COC2=CC=C(C=C2)OC 6-(3,4-dimethoxyphenyl)-3-[(4-methoxyphenoxy)methyl]-[1,2,4]triazolo[3,4-b][1,3,4]thiadiazole